(S)-4-(1-(6-(4-fluoro-1H-pyrazol-1-yl)pyridin-3-yl)ethyl)-3,3-dimethyl-1,4,9-triazaspiro[5.5]undecane-2,5-dione FC=1C=NN(C1)C1=CC=C(C=N1)[C@H](C)N1C(C(NC2(C1=O)CCNCC2)=O)(C)C